FC=1C(=C(C=CC1)N1C(C2(C1C1=C(C=C(C(=C1)F)N1CCC(CC1)CN1CCNCC1)OC)CCCC2)=O)O 2-(3-fluoro-2-hydroxyphenyl)-3-(5-fluoro-2-methoxy-4-(4-(piperazin-1-ylmethyl)piperidin-1-yl)phenyl)-2-azaspiro[3.4]octan-1-one